(R,E)-2-cyano-N-(1-(3,4-dimethoxyphenyl)ethyl)-3-(4-methyl-5-(4-(4-methylpiperazin-1-yl)phenyl)-1H-pyrrolo[2,3-b]pyridin-3-yl)acrylamide C(#N)/C(/C(=O)N[C@H](C)C1=CC(=C(C=C1)OC)OC)=C\C1=CNC2=NC=C(C(=C21)C)C2=CC=C(C=C2)N2CCN(CC2)C